BrC=1C=C(O[C@H]2C[C@H](N(C2)C(=O)OC(C)(C)C)C(=O)N2[C@@H](CN(CC2)C(=O)OCC2=CC=CC=C2)C(=O)OC)C=CC1 O1-benzyl O3-methyl (3S)-4-[(2S,4S)-4-(3-bromophenoxy)-1-tert-butoxycarbonyl-pyrrolidine-2-carbonyl]piperazine-1,3-dicarboxylate